tert-butyl (4-(5-amino-1-methyl-1H-pyrazol-3-yl)phenyl)carbamate NC1=CC(=NN1C)C1=CC=C(C=C1)NC(OC(C)(C)C)=O